1-(6-(4-chloro-2-(4-(2-(pyrrolidin-1-yl)ethoxy)phenyl)-1H-pyrrolo[2,3-b]pyridin-3-yl)-2H-benzo[b][1,4]oxazin-4(3H)-yl)prop-2-en-1-one ClC1=C2C(=NC=C1)NC(=C2C2=CC1=C(OCCN1C(C=C)=O)C=C2)C2=CC=C(C=C2)OCCN2CCCC2